C(C)(C)(C)OC(=O)N(CC(=O)OCCN(C(=O)OC(C)(C)C)CC(=O)OCC1=CC=CC=C1)CCOC 2-[(2-benzyloxy-2-oxo-ethyl)-tert-butoxycarbonyl-amino]ethyl 2-[tert-butoxycarbonyl(2-methoxyethyl)amino]acetate